N-(4-(1-(3-(cyanomethyl)oxetan-3-yl)-3-methyl-1,2,3,6-tetrahydropyridin-4-yl)-1H-pyrrolo[2,3-b]pyridin-6-yl)cyclopropylcarboxamide C(#N)CC1(COC1)N1CC(C(=CC1)C1=C2C(=NC(=C1)NC(=O)C1CC1)NC=C2)C